ClC1=C(C=CC=C1Cl)\C=C(/C(=O)N)\C#N (Z)-3-(2,3-dichlorophenyl)2-cyanoacrylamide